1-((3r,5r)-1,1-difluoro-spiro[2.3]hex-5-yl)-3-(3-trifluoromethyl-benzyl)-urea FC1(CC12CC(C2)NC(=O)NCC2=CC(=CC=C2)C(F)(F)F)F